(±)-trans-N-[6-[3-[[tert-butyl(dimethyl)silyl]oxymethyl]-5-methyl-1-tetrahydropyran-2-yl-pyrazol-4-yl]-8-chloro-3-isoquinolyl]-2-cyano-cyclopropanecarboxamide [Si](C)(C)(C(C)(C)C)OCC1=NN(C(=C1C=1C=C2C=C(N=CC2=C(C1)Cl)NC(=O)[C@H]1[C@@H](C1)C#N)C)[C@@H]1OCCCC1 |&1:34|